4-(2-ethoxy-5-methylsulfonylphenyl)-2-methylisoquinolin-1-one C(C)OC1=C(C=C(C=C1)S(=O)(=O)C)C1=CN(C(C2=CC=CC=C12)=O)C